(S)-4-(hydroxyamino)-3-(4-((4-(((2-methoxyethyl)ammonio)methyl)phenyl)ethynyl)benzamido)-2-methyl-4-oxobutan-2-aminium 4-toluenesulfonate hydrate O.CC1=CC=C(C=C1)S(=O)(=O)[O-].ONC([C@H](C(C)([NH3+])C)NC(C1=CC=C(C=C1)C#CC1=CC=C(C=C1)C[NH2+]CCOC)=O)=O.CC1=CC=C(C=C1)S(=O)(=O)[O-]